C(CCC)C=1SC=C2C1OCCO2.[Sn] tin butyl-3,4-ethylenedioxythiophene